S1N=C(C2=NC=CN=C21)N isothiazolo[4,5-B]pyrazine-3-amine